OC1=C(N=CNC1=O)CN1C(N(C(C1)C1=CC=C(C=C1)C#CC1=CC=C(C=C1)CN1CCOCC1)CC#N)=O 2-(3-((5-hydroxy-6-oxo-1,6-dihydropyrimidin-4-yl)methyl)-5-(4-((4-(morpholinomethyl)phenyl)ethynyl)phenyl)-2-oxoimidazolidin-1-yl)acetonitrile